5-(METHOXYCARBONYL)-1H-PYRAZOL-3-YLBORONIC ACID COC(=O)C1=CC(=NN1)B(O)O